[C@H]1([C@H](O)[C@@H](O)[C@@H](O)[C@H](O1)C)O[C@H]1[C@@H](O[C@H]([C@@H]([C@H]1O)O)C)O[C@H]([C@@H](C=O)O)[C@H](O)[C@H](O)CO α-D-Fucopyranosyl-(1→2)-α-L-rhamnopyranosyl-(1→3)-D-mannose